(S)-1-(3-Chlorophenyl)-2-(dimethylamino)ethan-1-ol ClC=1C=C(C=CC1)[C@@H](CN(C)C)O